3-(4-hydroxyphenyl)-4-((1H-1,2,4-triazol-1-yl)phenyl)furan methyl-2-(chloromethyl)-1-(oxetan-3-ylmethyl)-1H-benzo[d]imidazole-6-carboxylate COC(=O)C=1C=CC2=C(N(C(=N2)CCl)CC2COC2)C1.OC1=CC=C(C=C1)C1=COC=C1C1=C(C=CC=C1)N1N=CN=C1